pyrano[4,3-j]-1,2-benzodioxepin O1OC=CC=C2C13C(=CC=C2)C=COC3